OC[C@@H](C(=O)NC1CCC(CC1)C#CC1=CC=C(C=C1)C1=CC(=NO1)CN1C(=NC=C1)[C@@H](C)O)NC(OC(C)(C)C)=O Tert-butyl ((S)-3-hydroxy-1-(((1r,4S)-4-((4-(3-((2-((S)-1-hydroxyethyl)-1H-imidazol-1-yl)methyl)isoxazol-5-yl)phenyl)ethynyl)cyclohexyl)amino)-1-oxopropan-2-yl)carbamate